C(C)(C)(C)S(=O)(=O)N1CCC2=CC=C(C=C12)NC1=NC(=NC=C1C)NC1=CC(=C(C(=C1)F)C1CCN(CC1)C)F N4-(1-(tert-butylsulfonyl)indolin-6-yl)-N2-(3,5-difluoro-4-(1-methylpiperidin-4-yl)phenyl)-5-methylpyrimidine-2,4-diamine